N(=[N+]=[N-])CCC1=CNC2=C(C=CC(=C12)Cl)OC 3-(2-azidoethyl)-4-chloro-7-methoxy-1H-indole